6'-amino-1-methyl-5-[(4-methyl-6-propanoylpyridin-3-yl)amino]-[4,4'-bipyrimidin]-6-one NC1=CC(=NC=N1)C=1N=CN(C(C1NC=1C=NC(=CC1C)C(CC)=O)=O)C